BrC1=C(C=C(C(=C1)F)Br)O 2,5-dibromo-4-fluorophenol